FC=1C=NC(=NC1)C=1C(=C(C=CC1)NC1=C(N=NC(=C1)NC1=NN(N=C1)C)C(=O)NC([2H])([2H])[2H])OC 4-((3-(5-fluoropyrimidin-2-yl)-2-methoxyphenyl)amino)-N-(methyl-d3)-6-((2-methyl-2H-1,2,3-triazol-4-yl)amino)pyridazine-3-carboxamide